2-(4-cyclopropyl-6-methoxypyrimidin-5-yl)-N-((4-(1-isopropyl-4-(trifluoromethyl)-1H-imidazol-2-yl)cuban-1-yl)methyl)-7H-purin-6-amine C1(CC1)C1=NC=NC(=C1C1=NC(=C2NC=NC2=N1)NCC12C3C4C5(C3C1C5C24)C=2N(C=C(N2)C(F)(F)F)C(C)C)OC